C(C)(C)(C)OC(=O)N1[C@@H](C[C@@H](CC1)C1=C(C(=CC=C1OC)Cl)Cl)CC(=O)OC.[Cl-].CCOCCOCCNC(=[NH2+])N [2-(2-ethoxy)-ethoxyethyl]-guanidinium chlorid tert-butyl-(2S,4R)-4-(2,3-dichloro-6-methoxyphenyl)-2-(2-methoxy-2-oxoethyl)piperidine-1-carboxylate